CC=1C=2N(C=CC1)C=C(N2)C(=O)N[C@@H]([C@H](C2=CC=CC=C2)O)C2=CC=CC=C2 8-methyl-N-((1R,2S)-2-hydroxy-1,2-diphenylethyl)imidazo[1,2-a]pyridine-2-carboxamide